BrC1=CC=2N=CN=C(C2N=C1)C1C(CN(CC1)C(=O)OC(C)(C)C)C tert-butyl 4-[7-bromopyrido[3,2-d]pyrimidin-4-yl]-3-methylpiperidine-1-carboxylate